Br[C@@H](C(=O)OC)C1=CC=C(C=C1)F |r| racemic-methyl 2-bromo-2-(4-fluorophenyl)acetate